C1(CCCC1)N1N=CC=2N=C(N=C(C21)N[C@H](C)C=2C=NC1=CC=CC=C1C2)N2CCN(CC2)C(C)=O 1-{4-[1-Cyclopentyl-7-((R)-1-quinolin-3-yl-ethylamino)-1H-pyrazolo[4,3-d]pyrimidin-5-yl]-piperazin-1-yl}-ethanon